C(C1CO1)OCCCC butyl 2,3-epoxypropyl ether